C(OC(C)Cl)(SCC)=O O-(1-chloroethyl) S-ethyl carbonothioate